ClC1=C(C=CC(=C1)OC1=CC=C(C=C1)Cl)[C@]1(OC[C@@H](O1)C)CN1N=CN=C1 1-({(2R,4S)-2-[2-chloro-4-(4-chlorophenoxy)phenyl]-4-methyl-1,3-dioxacyclopentane-2-yl}methyl)-1H-1,2,4-triazole